BrC1=CC(=C(C=C1F)CC#N)Cl 2-(4-bromo-2-chloro-5-fluorophenyl)acetonitrile